3,6-dichloro-1-(3-((1-((2R,4r,6S)-2,6-dimethyltetrahydro-2H-pyran-4-yl)-5-methyl-4-nitro-1H-pyrazol-3-yl)oxy)propyl)-1H-pyrazolo[3,4-d]pyrimidine ClC1=NN(C2=NC(=NC=C21)Cl)CCCOC2=NN(C(=C2[N+](=O)[O-])C)C2C[C@H](O[C@H](C2)C)C